8-chloro-6-(((2-chloropyridin-3-yl)(1-(1-(difluoromethyl)cyclopropyl)-1H-1,2,3-triazol-4-yl)methyl-d)amino)-4-(neopentylamino)quinoline-3-carbonitrile ClC=1C=C(C=C2C(=C(C=NC12)C#N)NCC(C)(C)C)NC([2H])(C=1N=NN(C1)C1(CC1)C(F)F)C=1C(=NC=CC1)Cl